C(C1=CC=CC=C1)OC1=NC(=CC=C1NC1=CC(=C(C=C1F)C1CCN(CC1)C(=O)OC(C)(C)C)F)OCC1=CC=CC=C1 tert-butyl 4-[4-[(2,6-dibenzyloxy-3-pyridyl)amino]-2,5-difluoro-phenyl]piperidine-1-carboxylate